C1=C2C(=C(C(=CC3=NC(=CC4=NC(=CC5=C(C(=C1N5)CC(=O)O)CCC(=O)O)C(=C4CCC(=O)O)CC(=O)O)C(=C3CCC(=O)O)CC(=O)O)N2)CC(=O)O)CCC(=O)O.Cl.Cl uroporphyrin I dihydrochloride